quinolin-2[1H]-one N1C(C=CC2=CC=CC=C12)=O